COC(=O)[C@@]1(CN(CC1)C1=C(C(=CC(=C1)Cl)C1CCC1)CN1C2=NC=NC(=C2N=C1)NC(=O)OC(C)(C)C)NC(=O)OC(C)(C)C.[C-]1(C=CC=C1)C=C=O.[CH-]1C=CC=C1.[Fe+2] ferrocenyl-ketene methyl-(R)-3-((tert-butoxycarbonyl)amino)-1-(2-((6-((tert-butoxycarbonyl)amino)-9H-purin-9-yl)methyl)-5-chloro-3-cyclobutylphenyl)pyrrolidine-3-carboxylate